BrC=1C=C(C=2N(C1)C(=CN2)C(F)F)F 6-bromo-3-(difluoromethyl)-8-fluoroimidazo[1,2-a]pyridine